tert-butyl 6-(6-(8-chloro-7-fluoronaphthalen-1-yl)-7-fluoroisothiazolo[4,3-c]pyridin-3-yl)-2,6-diazaspiro[3.3]heptane-2-carboxylate ClC=1C(=CC=C2C=CC=C(C12)C1=C(C=2C(C=N1)=C(SN2)N2CC1(CN(C1)C(=O)OC(C)(C)C)C2)F)F